benzyl (S)-2-(4-(methoxy carbonyl)phenyl)-4-oxopiperidine-1-carboxylate COC(=O)C1=CC=C(C=C1)[C@H]1N(CCC(C1)=O)C(=O)OCC1=CC=CC=C1